C(C1=CC=CC=C1)OC1=CC=C(C=N1)C=1C=C(C=CC1)C1=NC(=NC=C1F)Cl 4-(3-(6-(benzyloxy)pyridin-3-yl)phenyl)-2-chloro-5-fluoropyrimidine